tertbutyl 4-(((5-(2'-chloro-5'-methoxy-6-methyl-(4,4'-bipyridine)-3-carboxamido)-1,3,4-thiadiazol-2-yl)oxy)methyl)piperidine-1-carboxylate ClC1=NC=C(C(=C1)C1=C(C=NC(=C1)C)C(=O)NC1=NN=C(S1)OCC1CCN(CC1)C(=O)OC(C)(C)C)OC